5-methoxy-3,3-dimethylindoline COC=1C=C2C(CNC2=CC1)(C)C